3-(aminosulfonyl)benzeneboronic acid NS(=O)(=O)C=1C=C(C=CC1)B(O)O